FC=1C=C(C=C(C1)F)[C@@H](CC=C)CC(C)(S(=O)N)C ((S)-1-(3,5-difluorophenyl)but-3-en-1-yl)-2-methylpropane-2-sulfinamide